N-(2-pyridylmethyl)-N'-(1H-imidazol-4-ylmethyl)-N'-(5,6,7,8-tetrahydro-8-quinolinyl)-1,4-xylylenediamine N1=C(C=CC=C1)CNCC1=CC=C(C=C1)CN(C1CCCC=2C=CC=NC12)CC=1N=CNC1